OC1CC2(OC3(CCC(CC3)C(=O)OC)OO2)CCC1 methyl 10-hydroxy-7,14,15-trioxadispiro[5.1.58.26]pentadecane-3-carboxylate